FC1=CC=CC=2OCCOC21 5-fluoro-2,3-dihydro-1,4-benzodioxin